FC(C1=CC(=NC=C1F)O[C@@H]1C(CN(C1)C1=CC(=NC(=N1)C)C=1C(NC(NC1)=O)=O)(F)F)F (S)-6-(4-((4-(difluoromethyl)-5-fluoropyridin-2-yl)oxy)-3,3-difluoropyrrolidin-1-yl)-2-methyl-[4,5'-bipyrimidine]-2',4'(1'H,3'H)-dione